NC1=NC(=C2N=CN(C2=N1)CC(=O)NC1=CC(=NN1CC)C)NC1=CC(=CC=C1)C(F)(F)F 2-(2-amino-6-((3-trifluoromethylphenyl)amino)-9H-purin-9-yl)-N-(1-ethyl-3-methyl-1H-pyrazol-5-yl)acetamide